CN(C(=O)C1CC(N(CC1)C(=O)OC(C)(C)C)(C)C)C tert-butyl 4-(dimethylcarbamoyl)-2,2-dimethylpiperidine-1-carboxylate